3-(2-(2-fluorobenzyl)-2H-tetrazol-5-yl)-4-((4-(trifluoromethyl)phenyl)amino)benzoic acid FC1=C(CN2N=C(N=N2)C=2C=C(C(=O)O)C=CC2NC2=CC=C(C=C2)C(F)(F)F)C=CC=C1